C(#N)C1=NC2=CC(=CC(=C2N=C1N1CC(CC1)C1=CC=CC=C1)[C@@H](C)NC1=C(C(=O)O)C=CC=C1)C 2-(((1R)-1-(2-cyano-7-methyl-3-(3-phenylpyrrolidin-1-yl)quinoxalin-5-yl)ethyl)amino)benzoic acid